S(=O)(=O)([O-])[O-].[Mn+3].S(=O)(=O)([O-])[O-].S(=O)(=O)([O-])[O-].[Mn+3] manganic sulfate